N-(3-bromo-4-(2-chloro-5-fluorobenzoyl)-2-methoxy-5-nitrophenyl)-1-chloromethylsulfonamide BrC=1C(=C(C=C(C1C(C1=C(C=CC(=C1)F)Cl)=O)[N+](=O)[O-])NS(=O)(=O)CCl)OC